trans-3-(4-fluorophenoxymethyl)-4-methyl-2-azabicyclo[3.1.1]heptane FC1=CC=C(OCC2NC3CC(C2C)C3)C=C1